C(C)(C)(C)N(C(O)=O)CCON(C(=O)C1=CC2=C(N=C(C1)N)C=C(C=C2)C=2C=NC=CC2C)CCC.COC2=CC(=CC1=C2C=C(O1)C(=O)NN)OC 4,6-dimethoxybenzofuran-2-carbohydrazide tert-butyl-(2-((2-amino-8-(4-methylpyridin-3-yl)-N-propyl-3H-benzo[b]azepine-4-carboxamido)oxy)ethyl)carbamate